C1=C(C=CC2=CC=CC=C12)NC([C@H]1NCCC1)=O proline-β-naphthylamide